FC(C(=O)O)(F)F.ClC1=CC=C(C=N1)NC1=NC=CC2=CC(=CC=C12)OC1COCC1(F)F N-(6-chloropyridin-3-yl)-6-((4,4-difluorotetrahydrofuran-3-yl)oxy)isoquinolin-1-amine 2,2,2-trifluoroacetate